NC=1C=NN(C1)CC[C@@H](C)O (R)-4-(4-Amino-1H-pyrazol-1-yl)butan-2-ol